BrC=1C=C2C(=CC(=NC2=CC1OC)C1CC1)N[C@H](C)C1=C(C(=CC=C1)C(F)F)F (R)-6-Bromo-2-cyclopropyl-N-(1-(3-(difluoromethyl)-2-fluorophenyl)ethyl)-7-methoxyquinoline-4-Amine